N1N=NN=C1C1=C(C=CC=C1)O 2-(1H-tetrazol-5-yl)phenol